BrC1=NN=C(S1)N1CCN(CC1)C(=O)OC(C)(C)C tert-Butyl 4-(5-bromo-1,3,4-thiadiazol-2-yl)piperazine-1-carboxylate